Benzyl N-(17-amino-3,6,9,12,15-pentaoxaheptadecan-1-yl)carbamate NCCOCCOCCOCCOCCOCCNC(OCC1=CC=CC=C1)=O